(1s,4s)-4-(5-chloro-1-methyl-2-oxo-1,2-dihydroquinazolin-3(4H)-yl)-N-(3-methoxy-4-methylphenyl)cyclohexanecarboxamide ClC1=C2CN(C(N(C2=CC=C1)C)=O)C1CCC(CC1)C(=O)NC1=CC(=C(C=C1)C)OC